O(C1=CC=CC=C1)P1=NP(=NP(=N1)(OC1=CC=CC=C1)OC1=CC=CC=C1)(OC1=CC=CC=C1)OC1=CC=CC=C1 pentaphenoxycyclotriphosphazene